NC1=CC=C2C(=N1)CC[C@H]2NC([C@H](C)NC(=O)[C@H]2NCCC(=C2)C2=C(C=C(C=C2)F)F)=O (S)-N-((S)-1-(((R)-2-amino-6,7-dihydro-5H-cyclopenta[b]pyridin-5-yl)amino)-1-oxopropan-2-yl)-4-(2,4-difluorophenyl)-1,2,5,6-tetrahydropyridine-2-carboxamide